C1(CC1)C=1C(=NON1)C(=O)N[C@@H](C1CCC(CC1)(F)F)C=1OC2=C(N1)C=C(C=C2)C(NC(CCC(F)(F)F)=O)C2CC2 4-(R)-cyclopropyl-N-((1S)-(5-(cyclopropyl(4,4,4-trifluorobutanamido)methyl)benzo[d]oxazol-2-yl)(4,4-difluorocyclohexyl)methyl)-1,2,5-oxadiazole-3-carboxamide